4'-((5-chloro-2-((2-methoxy-4-((4-methylpiperazin-1-yl)methyl)phenyl)amino)pyrimidin-4-yl)oxy)-2'-methylspiro[cyclopropane-1,1'-isoindolin]-3'-one ClC=1C(=NC(=NC1)NC1=C(C=C(C=C1)CN1CCN(CC1)C)OC)OC1=C2C(N(C3(C2=CC=C1)CC3)C)=O